C(C)(C)(C)N1CCCC(C1)CC1COCC1 tert-butyl-5-((tetrahydrofuran-3-yl)methyl)-1,3,4,5-tetrahydro-2H-pyridine